NCC1=CC=C(C=C1)CNC 1-(4-(aminomethyl)phenyl)-N-methyl-methanamine